Cl.N(=[N+]=[N-])CCOC[C@@]12C[C@H](N[C@H]2C1)C(=O)OCC ethyl (1S,3S,5R)-5-((2-azidoethoxy)methyl)-2-azabicyclo[3.1.0]hexane-3-carboxylate hydrochloride